(S)-4-amino-N-(1-cyclopropyl-1H-pyrazol-4-yl)-N-(6-(trifluoromethyl)-2,3-dihydrobenzofuran-3-yl)imidazo[1,5-a]quinoxaline-8-carboxamide NC=1C=2N(C3=CC(=CC=C3N1)C(=O)N([C@@H]1COC3=C1C=CC(=C3)C(F)(F)F)C=3C=NN(C3)C3CC3)C=NC2